S(=O)(=O)(C1=CC=C(C)C=C1)N1C=CC=2CCC3(OCCO3)CC12 1-tosyl-1,4,5,7-tetrahydrospiro[indole-6,2'-[1,3]dioxolane]